4-(tetrahydrofuran-2-yl)-1H-1,2,3-triazol O1C(CCC1)C=1N=NNC1